NC(C)C1=CC2=C(NC(=N2)[C@H](CC(C(F)(F)F)(C)C)NC(=O)C2=CC=NN2C(C)C)C=C1 N-((1s)-1-(5-(1-Aminoethyl)-1H-benzo[d]imidazol-2-yl)-4,4,4-trifluoro-3,3-dimethylbutyl)-1-isopropyl-1H-pyrazole-5-carboxamide